7-(4-cyclopentylpiperazin-1-yl)-2-((3,5-dichlorophenyl)sulfonyl)-4,4-dimethyl-1,2,3,4-tetrahydroisoquinoline C1(CCCC1)N1CCN(CC1)C1=CC=C2C(CN(CC2=C1)S(=O)(=O)C1=CC(=CC(=C1)Cl)Cl)(C)C